N1N=CC(=C1)C=1C=NC2=CC=C(C=C2N1)N(CCNC(C)C)C1=CC(=CC(=C1)OC)OC N1-(3-(1H-pyrazol-4-yl)quinoxalin-6-yl)-N1-(3,5-dimethoxyphenyl)-N2-isopropylethane-1,2-diamine